ClC1=NC=C(C(=N1)C1=CC=C2CN(C(C2=C1)=O)CC1OCCC1)Cl 6-(2,5-dichloropyrimidin-4-yl)-2-[(oxolan-2-yl)methyl]-2,3-dihydro-1H-isoindol-1-one